tert-butyl (2S-4R)-4-((tert-butyldimethylsilyl)oxy)-2-((methylamino)methyl)pyrrolidine-1-carboxylate [Si](C)(C)(C(C)(C)C)O[C@@H]1C[C@H](N(C1)C(=O)OC(C)(C)C)CNC